CS(=O)(=O)C1CNCC1 3-methylsulfonyl-pyrrolidine